ClC=1C=C(C=CC1)C1=N[C@@H](C(NC2=C1C=CC=C2C)=O)NC([C@@H]([C@@H](C(=O)N)CCC(F)(F)F)CCC(F)(F)F)=O (2R,3S)-N-((3S)-5-(3-chlorophenyl)-9-methyl-2-oxo-2,3-dihydro-1H-1,4-benzodiazepin-3-yl)-2,3-bis(3,3,3-trifluoropropyl)succinamide